2-methyl-N-(2-(methylsulfonamido)ethyl)-5-((4-methylthiazol-5-yl)methoxy)benzofuran-3-carboxamide CC=1OC2=C(C1C(=O)NCCNS(=O)(=O)C)C=C(C=C2)OCC2=C(N=CS2)C